ethyl 3-(N,N-bis(4-methoxybenzyl)sulfamoyl)-1H-pyrazole-4-carboxylate COC1=CC=C(CN(S(=O)(=O)C2=NNC=C2C(=O)OCC)CC2=CC=C(C=C2)OC)C=C1